bis(2-cyanoethoxy)-N,N-diisopropylaminophosphine C(#N)CCOP(N(C(C)C)C(C)C)OCCC#N